N1-([2,2'-bipyridin]-5-yl)-N2,N2-dimethylethane-1,2-diamine N1=C(C=CC(=C1)NCCN(C)C)C1=NC=CC=C1